lead-tin-zirconium-lead-zirconium [Zr].[Pb].[Zr].[Sn].[Pb]